C1(CCC1)N1C(N(C(C(=C1)C(=O)O)=O)C1=CC=C(C=C1)F)=O 1-cyclobutyl-3-(4-fluoro-phenyl)-2,4-dioxo-1,2,3,4-tetrahydropyrimidine-5-carboxylic acid